4-bromo-1-cyclopentyl-5-(trifluoromethyl)-1H-pyrazole-3-amine BrC=1C(=NN(C1C(F)(F)F)C1CCCC1)N